methyl 1-(7-(8-ethyl-7-fluoro-3-hydroxynaphthalen-1-yl)-8-fluoro-2-(((2R,7aS)-2-fluorotetrahydro-1H-pyrrolizin-7a(5H)-yl)methoxy)pyrido[4,3-d]pyrimidin-4-yl)azocane-5-carboxylate C(C)C=1C(=CC=C2C=C(C=C(C12)C1=C(C=2N=C(N=C(C2C=N1)N1CCCC(CCC1)C(=O)OC)OC[C@]12CCCN2C[C@@H](C1)F)F)O)F